(2S,4R)-1-[(2S)-2-[4-[(1-cyanocyclohexyl)methyl]triazol-1-yl]-3,3-dimethyl-butanoyl]-4-hydroxy-N-methyl-pyrrolidine-2-carboxamide C(#N)C1(CCCCC1)CC=1N=NN(C1)[C@H](C(=O)N1[C@@H](C[C@H](C1)O)C(=O)NC)C(C)(C)C